ethyl 3-(((tert-butoxycarbonyl)amino)methyl)-5-(fluoro (phenyl)methyl)-4,5-dihydroisoxazole-5-carboxylate C(C)(C)(C)OC(=O)NCC1=NOC(C1)(C(=O)OCC)C(C1=CC=CC=C1)F